N-(tricyclo[6.2.0.03,6]deca-1,3(6),7-trien-2-ylcarbamoyl)-6,7-dihydro-5H-pyrazolo[5,1-b][1,3]oxazine-3-sulfonamide C12=C(C=3CCC3C=C2CC1)NC(=O)NS(=O)(=O)C=1C=NN2C1OCCC2